4-(4-fluorobenzo[d]thiazol-2-yl)-6,7-dihydro-1H-imidazo[4,5-c]pyridin FC1=CC=CC2=C1N=C(S2)C2=NCCC1=C2N=CN1